FC1=C(C(=CC(=C1)OC)F)N1C(=NC(=C1)CC(=O)NN)NC(C1=CC=C(C=C1)OC(F)F)=O N-(1-(2,6-difluoro-4-methoxyphenyl)-4-(2-hydrazino-2-oxoethyl)-1H-imidazol-2-yl)-4-(difluoromethoxy)benzamide